5-(2-(4-(4-fluoro-2-methyl-1H-indol-5-yloxy)-6-methoxyquinolin-7-yloxy)ethyl)-5-azaspiro[2.4]-heptan-7-ol FC1=C2C=C(NC2=CC=C1OC1=CC=NC2=CC(=C(C=C12)OC)OCCN1CC2(CC2)C(C1)O)C